ClC=1C(=NC=C(C1)Cl)C(=O)NCCO 3,5-dichloro-N-(2-hydroxyethyl)pyridine-2-carboxamide